N'-acetyl-4-amino-N',1-dimethyl-N-[(2,3,4-trifluorophenyl)methyl]pyrazolo[4,3-c]quinoline-8-carbohydrazide C(C)(=O)N(N(C(=O)C1=CC=2C3=C(C(=NC2C=C1)N)C=NN3C)CC3=C(C(=C(C=C3)F)F)F)C